methyl 4-((2S,4S)-2-(((tert-butoxycarbonyl) amino) methyl)-5-chloro-2-phenyl-2,3-dihydrobenzofuran-4-yl)-5-fluoro-6-methoxynicotinate C(C)(C)(C)OC(=O)NC[C@@]1(OC2=C(C1)C(=C(C=C2)Cl)C2=C(C(=NC=C2C(=O)OC)OC)F)C2=CC=CC=C2